ClC=1C(=NC(=NC1)NC1CCOCC1)C1=CC=C2CN(C(C2=C1)=O)CC(=O)NC1(CCC2=CC=C(C=C12)OC)CO 2-(6-{5-chloro-2-[(oxan-4-yl)amino]pyrimidin-4-yl}-1-oxo-2,3-dihydro-1H-isoindol-2-yl)-N-[1-(hydroxymethyl)-6-methoxy-2,3-dihydro-1H-inden-1-yl]acetamide